N-propyl-thieno[3,2-d]pyrimidine-7-carboxamide C(CC)NC(=O)C1=CSC2=C1N=CN=C2